ClC(=CC1=CN=C(N1C)C1=NC=C(C=C1S(=O)(=O)CC)C1CC1)C(F)(F)F 2-[5-(2-chloro-3,3,3-trifluoro-1-propen-1-yl)-1-methyl-1H-imidazol-2-yl]-5-cyclopropyl-3-(ethylsulfonyl)pyridine